N-((S)-1'-(6-amino-5-((2-amino-3-chloropyridin-4-yl)thio)pyrazin-2-yl)-5-bromo-1,3-dihydrospiro[indene-2,4'-piperidin]-3-yl)-2-methylpropane-2-sulfinamide NC1=C(N=CC(=N1)N1CCC2(CC1)CC1=CC=C(C=C1[C@H]2NS(=O)C(C)(C)C)Br)SC2=C(C(=NC=C2)N)Cl